[N+](=O)([O-])C=1C=C(C=CC1)N1N=CC=N1 2-(3-nitrophenyl)-2H-1,2,3-triazole